N'-((5-fluoro-2,4-diisopropylpyridin-3-yl)carbamoyl)-5-(2-hydroxypropan-2-yl)thiazole-2-sulfonimidamide FC=1C(=C(C(=NC1)C(C)C)NC(=O)N=S(=O)(N)C=1SC(=CN1)C(C)(C)O)C(C)C